4-(4,4-difluoro-1,2,3,4-tetrahydroisoquinolin-5-yl)-5-fluoro-2,3-dimethyl-1H-indole-7-carboxamide FC1(CNCC2=CC=CC(=C12)C1=C2C(=C(NC2=C(C=C1F)C(=O)N)C)C)F